C(#N)C=1C=CC(=C(C1)C1=CC(=NC=C1C(=O)NC=1SC(=NN1)COC1=NC=C(C=C1)C#N)C)OC 4-(5-Cyano-2-methoxyphenyl)-N-(5-(((5-cyanopyridin-2-yl)oxy)methyl)-1,3,4-thiadiazol-2-yl)-6-methylnicotinamide